CC=1C=NC2=CC=CC(=C2N1)C=O (3-methylquinoxalin-5-yl)methanone